BrC1=CC=C(C=C1)[C@]12[C@](C3=NC=C(C=C3O1)Cl)([C@H]1[C@@H]([C@H]2C2=CC=CC=C2)CO1)O |r| rac-(2aS,3S,3aR,8bS,8cR)-3a-(4-bromophenyl)-6-chloro-3-phenyl-2a,3,3a,8c-tetrahydrooxeto[3'',2'':4',5']cyclopenta[1',2':4,5]furo[3,2-b]pyridin-8b(2H)-ol